C(C(=C)C)(=O)OC(C)C.C(C(=C)C)(=O)OCCCCCCCCCCCCCCCC(C)C isopropyl isostearyl dimethacrylate